N-((3R,5S)-5-fluoropiperidin-3-yl)-6-(7-methoxy-6-(1-(trifluoromethyl)cyclopropyl)imidazo[1,2-b]pyridazin-3-yl)pyridin-2-amine F[C@H]1C[C@H](CNC1)NC1=NC(=CC=C1)C1=CN=C2N1N=C(C(=C2)OC)C2(CC2)C(F)(F)F